C1(CC1)C1=C(C(=NO1)C1=C(C=NC=C1Cl)Cl)C1=CC2(C1)CCN(CC2)C=2C=C1C(=CC(=NC1=CC2)C(=O)NS(=O)(=O)C2CC2)C(F)(F)F 6-(2-(5-cyclopropyl-3-(3,5-dichloropyridin-4-yl)isoxazol-4-yl)-7-azaspiro[3.5]non-1-en-7-yl)-N-(cyclopropylsulfonyl)-4-(trifluoromethyl)quinoline-2-carboxamide